(4-(7-(4''-(((2-hydroxyethyl)amino)methyl)-2,2'-dimethyl-[1,1':3',1''-terphenyl]-3-yl)-[1,2,4]triazolo[4,3-a]pyridin-3-yl)benzyl)-D-proline OCCNCC1=CC=C(C=C1)C=1C(=C(C=CC1)C1=C(C(=CC=C1)C1=CC=2N(C=C1)C(=NN2)C2=CC=C(CN1[C@H](CCC1)C(=O)O)C=C2)C)C